C(#N)\C(\C)=C\1/CN(CC1)C(=O)OCCCC butyl (3Z)-3-(1-cyanoethylidene)pyrrolidine-1-carboxylate